7-(3-(2,3-difluoro-5-methylphenyl)-7,8-dihydro-1,6-naphthyridin-6(5H)-yl)-8,9-dimethyl-4H-pyrimido[1,2-b]pyridazin-4-one FC1=C(C=C(C=C1F)C)C=1C=NC=2CCN(CC2C1)C=1C(=C(C=2N(N1)C(C=CN2)=O)C)C